The molecule is a glycosyl alditol derivative consisting of D-mannopyranose, 2-acetamido-2-deoxy-beta-D-glucopyranose and N-acetyl-D-glucosaminitol residues joined in sequence by (1->4) glycosidic bonds. It is a glycosyl alditol derivative, a member of acetamides, a glycoside and a glucosamine oligosaccharide. It derives from a N-acetyl-D-glucosaminitol. CC(=O)N[C@@H]1[C@H]([C@@H]([C@H](O[C@H]1O[C@H]([C@@H](CO)O)[C@@H]([C@H](CO)NC(=O)C)O)CO)O[C@H]2[C@H]([C@H]([C@@H]([C@H](O2)CO)O)O)O)O